C1C(CO)O1 3-epoxypropanol